(R)-3-methyl-4-(7-(1-methyl-1H-pyrazol-5-yl)-3-(3-methyl-1H-pyrazol-5-yl)isothiazolo[4,5-b]pyridin-5-yl)morpholine C[C@H]1N(CCOC1)C1=CC(=C2C(=N1)C(=NS2)C2=CC(=NN2)C)C2=CC=NN2C